F[C@H]1CN2CCCC2=CC1 (6R,8aS)-6-fluorohexahydroindolizin